C(C)[C@H]1CC2=C(CN(C1)C(C(F)(F)F)=O)[N+](=CC=C2)[O-] 1-[(6S)-6-Ethyl-1-oxido-5,6,7,9-tetrahydro-8H-pyrido[2,3-c]azepin-8-yl]-2,2,2-trifluoroethanone